C1(=CC=CC=C1)C(NS(=O)(=O)C1=CC=C(C=C1)OC(F)(F)F)C1CCNCC1 N-(phenyl(piperidin-4-yl)methyl)-4-(trifluoromethoxy)benzenesulfonamide